[2-(2-[3-[3-methyl-1-(1-methyl-2,6-dioxopiperidin-3-yl)-2-oxo-1,3-benzodiazol-5-yl]propoxy]ethoxy)ethoxy]acetic acid CN1C(N(C2=C1C=C(C=C2)CCCOCCOCCOCC(=O)O)C2C(N(C(CC2)=O)C)=O)=O